5-(6-(difluoromethyl)pyrazin-2-yl)-4-methyl-isobenzofuran-1(3H)-one FC(C1=CN=CC(=N1)C=1C(=C2COC(C2=CC1)=O)C)F